7-Isopropyl-5-(o-Tolyl)Imidazolo[1,2-a]pyrido[2,3-e]pyrazine-4(5H)-on C(C)(C)C=1C=CC2=C(N(C(C=3N2C=CN3)=O)C3=C(C=CC=C3)C)N1